tris-(3-(trimethoxysilyl)propyl)amine CO[Si](CCCN(CCC[Si](OC)(OC)OC)CCC[Si](OC)(OC)OC)(OC)OC